C(\C=C\C(=O)[O-])(=O)[O-] (2E)-2-butenedioate